NC=1C=C2C(C(N(C2=CC1)C)=O)(C)C 5-amino-1,3,3-trimethyl-indolin-2-one